C#C vinylen